FC1=C(C(=O)CC(=O)OCC)C=C(C(=C1F)F)F ethyl 2,3,4,5-tetrafluorobenzoylacetate